C(C)N1CCC(CC1)N1CCN(CC1)C1CCN(CC1)C1=C(C=NC2=CC=C(C=C12)SC)S(=O)(=O)C1=CC=C(C=C1)OCCCCCCCCCCCCCCCC 4-(4-(4-(1-ethylpiperidin-4-yl)piperazin-1-yl)piperidin-1-yl)-3-((4-(hexadecyloxy)phenyl)sulfonyl)-6-(methylthio)quinoline